COC1=C(CNC(=O)C2=NN(C3=CN=C(C=C32)C)C=3N=COC3C(=O)OCC)C=CC(=C1)OC ethyl 4-(3-(2,4-dimethoxybenzylcarbamoyl)-5-methyl-1H-pyrazolo[3,4-c]pyridin-1-yl)oxazole-5-carboxylate